N4-(5-cyclopropyl-1H-pyrazol-3-yl)-N2-(4-methoxybenzyl)quinazoline-2,4-diamine C1(CC1)C1=CC(=NN1)NC1=NC(=NC2=CC=CC=C12)NCC1=CC=C(C=C1)OC